4-(3-(2-methoxy-3-nitrophenyl)-1H-1,2,4-triazol-1-yl)butanoic acid tert-butyl ester C(C)(C)(C)OC(CCCN1N=C(N=C1)C1=C(C(=CC=C1)[N+](=O)[O-])OC)=O